[(1R,2S,4R)-4-{[5-({4-[(1R)-3,4-dihydro-1H-isochromen-1-yl]-2-thienyl}carbonyl)pyrimidin-4-yl]amino}-2-hydroxycyclopentyl]methyl sulfamate S(N)(OC[C@@H]1[C@H](C[C@@H](C1)NC1=NC=NC=C1C(=O)C=1SC=C(C1)[C@@H]1OCCC2=CC=CC=C12)O)(=O)=O